COC=1C=C(C=CC1)C1=NN2C(=NC=3C=CC(=CC3C2=N1)C)N[C@H]1C(NCCCC1)=O (3R)-3-{[2-(3-methoxyphenyl)-9-methyl-[1,2,4]triazolo[1,5-c]quinazolin-5-yl]amino}azepan-2-one